N1(CCNCC1)C=1C=CC=2N(C(C=C(N2)C2=CC(=CC=C2)OC(F)(F)F)=O)C1 7-(Piperazin-1-yl)-2-[3-(trifluoromethoxy)phenyl]-4H-pyrido[1,2-a]pyrimidin-4-one